2-(((3,3-dibutyl-5-(4-fluorophenyl)-7-methylsulfanyl-1,1-dioxo-2,3,4,5-tetrahydrobenzo[b][1,4]thiazepin-8-yl)methyl)amino)acetic acid C(CCC)C1(CN(C2=C(S(C1)(=O)=O)C=C(C(=C2)SC)CNCC(=O)O)C2=CC=C(C=C2)F)CCCC